propyl[carboxyamide] C(CC)[N-]C(=O)O